3-{[(3-Oxo-3,4-dihydro-2H-1,4-benzoxazin-7-yl)amino]methyl}-N-(pyrimidin-4-yl)benzamid O=C1COC2=C(N1)C=CC(=C2)NCC=2C=C(C(=O)NC1=NC=NC=C1)C=CC2